2-({5-[1-(4-ethylphenoxy)ethyl]-4-methyl-4H-1,2,4-triazol-3-yl}thio)-N-(5-methyl-4-phenyl-1,3-thiazol-2-yl)acetamide C(C)C1=CC=C(OC(C)C=2N(C(=NN2)SCC(=O)NC=2SC(=C(N2)C2=CC=CC=C2)C)C)C=C1